Barium magnesium silicat [Si]([O-])([O-])([O-])[O-].[Mg+2].[Ba+2]